6-isopropyl-5-(2-methyl-4-pyridyl)-7-oxo-1-tetrahydropyran-2-yl-pyrazolo[4,3-g]isoquinolin-7-ium C(C)(C)C=1[N+](C=C2C=C3C(C=C2C1C1=CC(=NC=C1)C)=CNN3C3OCCCC3)=O